4-(2-(5-(trifluoromethyl)-1,2,4-oxadiazol-3-yl)-4,5,6,7-tetrahydrothieno[3,2-c]pyridine-5-carbonyl)benzonitrile FC(C1=NC(=NO1)C1=CC=2CN(CCC2S1)C(=O)C1=CC=C(C#N)C=C1)(F)F